C(C)N(S(=O)(=O)NC=1C(=C(C(=O)C2=CN(C3=NC=C(C=C32)C3=CC(=C(C=C3F)N3CCN(CC3)C(=O)OCCCC)F)C(C3=CC=CC=C3)(C3=CC=CC=C3)C3=CC=CC=C3)C(=CC1)F)F)C butyl 4-[4-[3-[3-[[ethyl(methyl)sulfamoyl]amino]-2,6-difluoro-benzoyl]-1-trityl-pyrrolo[2,3-b]pyridin-5-yl]-2,5-difluoro-phenyl]piperazine-1-carboxylate